(3S)-1-[(2R)-2-[4-(2-cyanophenyl)-2-oxo-chromen-7-yl]oxypropionyl]piperidine-3-carboxylic acid C(#N)C1=C(C=CC=C1)C1=CC(OC2=CC(=CC=C12)O[C@@H](C(=O)N1C[C@H](CCC1)C(=O)O)C)=O